C(C)(C)C1=C(C(=CC=C1)C(C)C)NC1=C(C=CC=C1)N(C=O)CCC N-(2-((2,6-diisopropylphenyl)amino)phenyl)-N-propylcarboxamide